bis(2,6-dit-butyl-4-methylphenyl)pentaerythritol C(C)(C)(C)C1=C(C(=CC(=C1)C)C(C)(C)C)C(O)(C(CO)(CO)CO)C1=C(C=C(C=C1C(C)(C)C)C)C(C)(C)C